1-benzyl-3-(methylcarbamoyl)-1H-Pyrazole-5-carboxylic acid C(C1=CC=CC=C1)N1N=C(C=C1C(=O)O)C(NC)=O